8-[(1R)-1-[[6-Chloro-2-(4-methylpiperazin-1-yl)-3-pyridyl]amino]ethyl]-3,6-dimethyl-2-(3-pyridyl)chromen-4-one ClC1=CC=C(C(=N1)N1CCN(CC1)C)N[C@H](C)C=1C=C(C=C2C(C(=C(OC12)C=1C=NC=CC1)C)=O)C